C1(=CC=CC2=CC=CC=C12)C=1C2=C(C(C(C(C2(C(C2(C(C(C(C(C12)([2H])[2H])([2H])[2H])([2H])[2H])([2H])[2H])[2H])([2H])[2H])[2H])([2H])[2H])([2H])[2H])[2H])C1=C(C=CC=C1)C1=CC=CC=2C3=CC=CC=C3C=CC12 naphthyl(phenanthrenylphenyl)anthracene-d17